ClC1=C(C=CC=C1)CC(=O)NC1=CC(=C(C=C1)N1N=CC(=C1)C#N)S(NCC1=C(C=C(C=C1)OC)OC)(=O)=O 2-(2-chlorophenyl)-N-{4-(4-cyano-1H-pyrazol-1-yl)-3-[(2,4-dimethoxybenzyl)-sulfamoyl]phenyl}acetamide